tert-butyl (S)-(3-(but-3-en-1-ylamino)-3-oxo-2-(undec-10-enamido)propyl)carbamate C(CC=C)NC([C@H](CNC(OC(C)(C)C)=O)NC(CCCCCCCCC=C)=O)=O